2-amino-1-methoxy-8-hydroxy-naphthalene-3,6-disulfonic acid NC1=C(C2=C(C=C(C=C2C=C1S(=O)(=O)O)S(=O)(=O)O)O)OC